FC=1C(=C(C=CC1O)[C@H]1C(O[C@]([C@H]1C)(C(F)(F)F)C)=O)OC (3s,4s,5r)-3-(3-fluoro-4-hydroxy-2-methoxyphenyl)-4,5-dimethyl-5-(trifluoromethyl)dihydrofuran-2(3H)-one